3,4,5-trifluoroacetophenone CC(=O)C1=CC(=C(C(=C1)F)F)F